COC1=CC(=NC=C1)C(=O)N 4-methoxy-pyridine-2-carboxamide